(4-(6-(5,6-Dimethoxypyridin-3-yl)-4-methylquinazolin-8-yl)phenyl)-2-hydroxy-2-methylpropanamide COC=1C=C(C=NC1OC)C=1C=C2C(=NC=NC2=C(C1)C1=CC=C(C=C1)CC(C(=O)N)(C)O)C